5-(5-(cyclopropylcarbamoyl)-2-methylphenyl)-2-((3-(hydroxymethyl)oxetan-3-yl)amino)-N-methylnicotinamide C1(CC1)NC(=O)C=1C=CC(=C(C1)C=1C=NC(=C(C(=O)NC)C1)NC1(COC1)CO)C